C[C@@H](C(=O)O)N(C)C N,N-dimethylalanine